malonic acid monomenthyl ester C1(CC(C(CC1)C(C)C)OC(CC(=O)O)=O)C